ethyl 4-hydroxy-6-(4-methoxyphenyl)-1-(2-morpholinoethyl)-2-oxo-1,2-dihydro-1,8-naphthyridine-3-carboxylate OC1=C(C(N(C2=NC=C(C=C12)C1=CC=C(C=C1)OC)CCN1CCOCC1)=O)C(=O)OCC